1-(4-(5-bromopyridin-3-yl)phenyl)-4-methylindolin-2-one BrC=1C=C(C=NC1)C1=CC=C(C=C1)N1C(CC2=C(C=CC=C12)C)=O